1-[[4-(bromomethyl)-5-methylfuran-2-yl](imino)oxo-lambda6-sulfanyl]-3-(1,2,3,5,6,7-hexahydro-s-indacen-4-yl)urea BrCC=1C=C(OC1C)S(NC(=O)NC1=C2CCCC2=CC=2CCCC12)(=O)=N